N1(CCCC1)C1=C(N=NC=C1)N (pyrrolidin-1-yl)pyridazin-3-amine